C1CC12CN(CC2)C(=O)[C@@H]2[C@@H](NCCC2)C(=O)N2C(CC(C2)CC2=CC=C(C=C2)C)C(=O)NCC=2C=C1C=NN(C1=CC2)C 1-((2R,3S)-3-(5-azaspiro[2.4]heptane-5-carbonyl)piperidine-2-carbonyl)-N-((1-methyl-1H-indazol-5-yl)methyl)-4-(4-methylbenzyl)pyrrolidine-2-carboxamide